Cysteinyl aspartate N[C@@H](CC(=O)[O-])C(=O)OC([C@@H](N)CS)=O